N-(5-(5-(2-acetamidopyridin-4-yl)-2-(methylthio)-1-((2-(trimethylsilyl)ethoxy)methyl)-1H-imidazol-4-yl)-2-fluorophenyl)-2,6-difluorobenzamide C(C)(=O)NC1=NC=CC(=C1)C1=C(N=C(N1COCC[Si](C)(C)C)SC)C=1C=CC(=C(C1)NC(C1=C(C=CC=C1F)F)=O)F